1-methyl-2-((2-methylbenzyl-(propargyl)amino)methyl)-5-hydroxypyridin CN1C(C=CC(=C1)O)CN(CC#C)CC1=C(C=CC=C1)C